2-(4-(dimethylamino)cyclohexyl)-2,9-dimethyl-7-((6-methyl-4-(methylselanyl)-2-oxo-1,2-dihydropyridin-3-yl)methyl)-2,3,6,7-tetrahydrofuro[3,2-g]isoquinolin-8(5H)-one CN(C1CCC(CC1)C1(CC=2C=C3CCN(C(C3=C(C2O1)C)=O)CC=1C(NC(=CC1[Se]C)C)=O)C)C